(2S)-3,3-dimethyl-2-(pyrazin-2-ylformamido)butanoic acid CC([C@@H](C(=O)O)NC(=O)C1=NC=CN=C1)(C)C